C(C)OCOC=1C=C(C=O)C=CC1C1=NN=C(C2=CC=CC=C12)NC1CNCCC1 3-(ethoxymethoxy)-4-(4-(piperidin-3-ylamino)phthalazin-1-yl)benzaldehyde